(r*)-(S)-2-((2-((S)-4-(Fluoromethyl)-2-oxooxazolidin-3-yl)-5,6-dihydrobenzo[f]imidazo[1,2-d][1,4]oxazepin-9-yl)amino)propanamide FC[C@H]1N(C(OC1)=O)C=1N=C2N(CCOC3=C2C=CC(=C3)N[C@@H](C(=O)N)C)C1 |o1:22|